NC1=NC2=CC=C(C=C2C=C1CO)C(=O)O 2-amino-3-(hydroxymethyl)quinoline-6-carboxylic acid